C(C)(C)(C)OC(=O)N[C@@H](CC(=O)OC(C)(C)C)C(=O)OCI 4-(Tert-butyl) 1-(iodomethyl) (tert-butoxycarbonyl)-L-aspartate